(S)-1-(2-(6-(((R)-1-(5-fluoro-2-methoxypyridin-3-yl)ethyl)amino)imidazo[1,2-b]pyridazin-3-yl)pyridin-4-yl)propan-2-ol FC=1C=C(C(=NC1)OC)[C@@H](C)NC=1C=CC=2N(N1)C(=CN2)C2=NC=CC(=C2)C[C@H](C)O